4-amino-7-((2R,3R,4S,5S)-5-fluoro-3,4-dihydroxy-5-(hydroxymethyl)tetrahydrofuran-2-yl)-7H-pyrrolo[2,3-d]pyrimidine-5-carboxamide NC=1C2=C(N=CN1)N(C=C2C(=O)N)[C@@H]2O[C@@]([C@H]([C@H]2O)O)(CO)F